FC1=C(C=C(C(=C1)OC1=CC=2N(C=C1)N=CN2)C)NC2=NC=NC1=CC=C(C=C21)N2C(C(CC2)=C)=O 1-[4-[(2-fluoro-5-methyl-4-[[1,2,4]triazolo[1,5-a]pyridin-7-yloxy]phenyl)amino]quinazolin-6-yl]-3-methylidenepyrrolidin-2-one